N1(CCOCC1)C1=CC=C(C=C1)CC(=O)O [4-(morpholin-4-yl)phenyl]acetic acid